O=C1N(CCC(N1)=O)C1=C2C=NN(C2=CC(=C1)F)C1CCN(CC1)C(=O)OCC1=CC=CC=C1 benzyl 4-(4-(2,4-dioxotetrahydropyrimidin-1(2H)-yl)-6-fluoro-1H-indazol-1-yl)piperidine-1-carboxylate